O1C(=CC=C1)C=O furanformaldehyde